C(C)(C)C1=C(NC=2N=C(SC21)C2CCN(CC2)CC2(CCC2)OC)C=2C=C(C=1N(C2)N=CN1)C 6-isopropyl-5-(8-methyl-[1,2,4]triazolo[1,5-a]pyridin-6-yl)-2-(1-((3-methoxycyclobutan-3-yl)methyl)piperidin-4-yl)-4H-pyrrolo[2,3-d]thiazole